5-[[(6R)-2-[6-(5-cyclopropyl-4H-1,2,4-triazol-3-yl)-2-azaspiro[3.3]heptane-2-carbonyl]-2-azaspiro[3.4]octan-6-yl]methyl]-2-(trifluoromethyl)isonicotinonitrile C1(CC1)C=1NC(=NN1)C1CC2(CN(C2)C(=O)N2CC3(C2)C[C@@H](CC3)CC3=CN=C(C=C3C#N)C(F)(F)F)C1